ClC1=CC(=CN=N1)C1=CC=C(N)C=C1 4-(6-chloropyridazin-4-yl)aniline